C(C)(C)(C)OC(=O)N1CC(C2=C1C=NC=1N2N=C(C1C(C)(C)C)C(F)F)(C(F)(F)F)C Tert-butyl-2-(difluoromethyl)-8-methyl-8-(trifluoromethyl)-7,8-dihydro-6H-pyrazolo[1,5-a]Pyrrolo[2,3-e]Pyrimidine-6-carboxylic acid tert-butyl ester